COC1=CC=C(CSC[C@@H](CNC)NC[C@H](CSCC2=CC=C(C=C2)OC)NC)C=C1 (R)-3-((4-methoxybenzyl)thio)-N2-((R)-3-((4-methoxybenzyl)thio)-2-(methylamino)propyl)-N1-methylpropane-1,2-diamine